C(CC)N1CCC(CC1)(N)N N-propyl-4,4-diaminopiperidine